OC(CN1N=CC(=C1C)N1CC(CC(C1)C)C(=O)[O-])(C)C 1-(1-(2-hydroxy-2-methylpropyl)-5-methyl-1H-pyrazol-4-yl)-5-methylpiperidine-3-carboxylate